2-(5-chlorothien-2-yl)morpholine-5,5-d2 ClC1=CC=C(S1)C1CNC(CO1)([2H])[2H]